3-(difluoromethyl)-5-methyl-5,6,7,8-tetrahydroimidazo[1,5-a]pyrazine FC(C1=NC=C2N1C(CNC2)C)F